COC(=O)C1=CN(C(C=C1N)=O)C1(CC1)C 4-amino-1-(1-methylcyclopropyl)-6-oxo-1,6-dihydropyridine-3-carboxylic acid methyl ester